C(#N)[C@@H](CC1=CC2=C(S1)C=C(S2)C2=CC=C1CC(N(C1=C2)CC)=O)NC(=O)[C@H]2OCCCCNC2 (2S)-N-[(1R)-1-cyano-2-[5-(1-ethyl-2-oxo-3H-indol-6-yl)thieno[3,2-b]thiophen-2-yl]ethyl]-1,4-oxazocane-2-carboxamide